C(=N)N1CNCC1 formiminoimidazolidine